(S)-methyl 2-((S)-3-cyclobutyl-2-(4-methoxy-1H-indole-2-carboxamido)propanamido)-3-((S)-2-oxopyrrolidin-3-yl)propanoate C1(CCC1)C[C@@H](C(=O)N[C@H](C(=O)OC)C[C@H]1C(NCC1)=O)NC(=O)C=1NC2=CC=CC(=C2C1)OC